FC(CO)(F)C=1C=C(C=CC1)[C@@H](C)NC(=O)C=1C2=C(C(N(C1)C1(CC1)C)=O)C=CN2 (R)-N-(1-(3-(1,1-difluoro-2-hydroxyethyl)phenyl)ethyl)-5-(1-methylcyclopropyl)-4-oxo-4,5-dihydro-1H-pyrrolo[3,2-c]pyridine-7-carboxamide